C1(CC1)N1C(C(=CC=C1)NC(=O)C1=CC=2C(N=C1OC(C)C)=NN(C2)C2OCCCC2)=O N-(1-cyclopropyl-2-oxo-1,2-dihydropyridin-3-yl)-6-isopropoxy-2-(tetrahydro-2H-pyran-2-yl)-2H-pyrazolo[3,4-b]pyridine-5-carboxamide